(3-carbamoyl-1'-(5-fluoropyrimidin-2-yl)-1H,1'H-[4,4'-bipyrazol]-1-yl)acetic acid C(N)(=O)C1=NN(C=C1C=1C=NN(C1)C1=NC=C(C=N1)F)CC(=O)O